C(CC)SC1=CC2=C(N=C(N2)NC(OC)=O)C=C1 methyl [5-(propylthio)benzimidazol-2-yl]carbamate